C1(CC1)C(C)N1C(C=2C(=NC(=CC2C1)C1=C(N=C(S1)NC(C)=O)C)N1CC(CC1)O)=O N-(5-(2-(1-cyclopropylethyl)-4-(3-hydroxypyrrolidin-1-yl)-3-oxo-2,3-dihydro-1H-pyrrolo[3,4-c]pyridin-6-yl)-4-methylthiazol-2-yl)acetamide